(M)-1-(6-(4-(5-hydroxy-2-methylphenyl)-3,7,7-trimethyl-7,8-dihydro-5H-pyrano[4,3-b]pyridin-2-yl)-2,6-diazaspiro[3.4]octan-2-yl)-2-propen-1-one OC=1C=CC(=C(C1)C1=C2C(=NC(=C1C)N1CC3(CN(C3)C(C=C)=O)CC1)CC(OC2)(C)C)C